ClC=1C(NC=2C=C(C=NC2C1C)CN1CC(C(=CC1)C=1C=NC(=CC1)C(=O)NC)F)=O 1'-((7-chloro-8-methyl-6-oxo-5,6-dihydro-1,5-naphthyridin-3-yl)methyl)-3'-fluoro-N-methyl-1',2',3',6'-tetrahydro-[3,4'-bipyridin]-6-carboxamide